triethyl-(4-nitro-benzyl)ammonium C(C)[N+](CC1=CC=C(C=C1)[N+](=O)[O-])(CC)CC